CN1C(CCC2=CC(=CC=C12)C=1C=C(C=NC1)CNC(=O)C=1C=NOC1C)=O 5-Methyl-isoxazole-4-carboxylic acid [5-(1-methyl-2-oxo-1,2,3,4-tetrahydro-quinolin-6-yl)-pyridin-3-ylmethyl]-amide